NCCCCNC1=NC(=NC(=N1)N)N N2-(4-aminobutyl)-1,3,5-triazine-2,4,6-triamine